CN(CCOC1=CC=C(C=C1)C1CCN(CC1)C1=CC=C(C=N1)C=1C2=C(C(N(C1)C)=O)NC=C2)C 4-{6-[4-(4-(2-(dimethylamino)ethoxy)phenyl)piperidin-1-yl]pyridin-3-yl}-6-methyl-1H-pyrrolo[2,3-c]pyridin-7(6H)-one